C12(CCC(CC1)CC2)C(OC2=CC=C(C=C2)C(C(C([2H])([2H])[2H])(C([2H])([2H])[2H])O)NC(OC(C)(C)C)=O)([2H])[2H] tert-Butyl (1-(4-(bicyclo[2.2.2]octan-1-ylmethoxy-d2)phenyl)-2-hydroxy-2-(methyl-d3)propyl-3,3,3-d3)carbamate